O=C1N(C(CC1)=O)OC(C(CCSSC1=NC=CC=C1)S(=O)(=O)O)=O 1-((2,5-dioxopyrrolidin-1-yl)oxy)-1-oxo-4-(pyridin-2-yldisulfanyl)butane-2-sulfonic acid